FC(C=1C=C(C=CC1)N1N=CC(=C1N)C(=O)OCC)(F)F ethyl 1-(3-trifluoromethylphenyl)-5-amino-1H-pyrazole-4-carboxylate